(E)-6-(6-ethoxypyridin-3-yl)-N'-(2-fluoro-5-(1-hydroxyethyl)benzylidene)pyrazine-2-carbohydrazide C(C)OC1=CC=C(C=N1)C1=CN=CC(=N1)C(=O)N/N=C/C1=C(C=CC(=C1)C(C)O)F